COC(COC1=CC=C(C=C1)NC=1C2=C(N=C(N1)Cl)CC[S@]2=O)=O.NCCNCCC[SiH3] N-(2-aminoethyl)-3-aminopropyl-silane (R)-methyl-2-(4-((2-chloro-5-oxido-6,7-dihydrothieno[3,2-d]pyrimidin-4-yl)amino)phenoxy)acetate